CN(C(OC(C)(C)C)=O)C1CCC2(CC(C2)CNC2=CC=CC=3NC(N(C32)C)=O)CC1 Tert-butyl N-methyl-N-[2-[[(3-methyl-2-oxo-1H-benzimidazol-4-yl)amino]methyl]spiro[3.5]nonan-7-yl]carbamate